Methyl 5-(2,4-difluorophenyl)-4-methoxy-1-((6-methoxypyridin-3-yl) sulfonyl)-1H-pyrrole-3-carboxylate FC1=C(C=CC(=C1)F)C1=C(C(=CN1S(=O)(=O)C=1C=NC(=CC1)OC)C(=O)OC)OC